2-[1-[(4-fluorophenyl)-methyl-carbamoyl]-4-methoxycarbonyl-4-piperidyl]acetic acid FC1=CC=C(C=C1)N(C(=O)N1CCC(CC1)(C(=O)OC)CC(=O)O)C